O=C1NC(CC[C@H]1N1C(C2=CC=3CN(CC3C=C2C1=O)CC1CCN(CC1)C1=CC=C(C=C1)[C@H]1[C@H](CCC2=CC(=CC=C12)O)C1=CC=CC=C1)=O)=O |&1:6| Rac-2-(2,6-dioxopiperidin-3-yl)-6-((1-(4-((1R,2S)-6-hydroxy-2-phenyl-1,2,3,4-tetrahydronaphthalen-1-yl)phenyl)piperidin-4-yl)methyl)-6,7-dihydropyrrolo[3,4-f]isoindole-1,3(2H,5H)-dione